N(=C=O)CCC1CC(CCC1)CCN=C=O 1,3-bis(2-isocyanatoethyl)cyclohexane